tris(2,4-heptanedione) iron [Fe].CC(CC(CCC)=O)=O.CC(CC(CCC)=O)=O.CC(CC(CCC)=O)=O